2-((1H-benzo[d][1,2,3]triazol-5-yl)methyl)-3-((4-chloro-1-methyl-1H-pyrazol-5-yl)methyl)isoindolin-1-one N1N=NC2=C1C=CC(=C2)CN2C(C1=CC=CC=C1C2CC2=C(C=NN2C)Cl)=O